C(CC)OC(OCCC)(OCCC)[SiH3] tripropoxymethylsilane